C(C)(C)(C)OC(CCCCCCCCCCCCCCCCC(=O)OC)=O octadecanedioic acid monomethyl ester mono-tertiary butyl ester